BrC=1C=C(C=CC1)SC=1N=NC(=C(C1C#N)C)C 3-[(3-Bromophenyl)sulfanyl]-5,6-dimethylpyridazine-4-carbonitrile